6-cyclopropyl-8-methyl-2-(methylsulfanyl)-5-[2-(triisopropylsilyl)ethynyl]pyrido[2,3-d]pyrimidin-7-one C1(CC1)C1=C(C2=C(N=C(N=C2)SC)N(C1=O)C)C#C[Si](C(C)C)(C(C)C)C(C)C